(4-(2-(dimethylamino)ethyl)piperazin-1-yl)(4-((3-(3-fluoro-4-methoxyphenyl)imidazo[1,2-a]pyrazin-8-yl)amino)-2-methylphenyl)methanone CN(CCN1CCN(CC1)C(=O)C1=C(C=C(C=C1)NC=1C=2N(C=CN1)C(=CN2)C2=CC(=C(C=C2)OC)F)C)C